3-{[3-hydroxybut-2-yl]oxy}-5-(5-methyl-1,3-thiazol-2-yl)-N-{(1R)-1-[2-(trifluoromethyl)pyrimidin-5-yl]ethyl}benzamide methyl-7-benzyl-6,8-dihydro-5H-2,7-naphthyridine-1-carboxylate COC(=O)C1=NC=CC=2CCN(CC12)CC1=CC=CC=C1.OC(C(C)OC=1C=C(C(=O)N[C@H](C)C=2C=NC(=NC2)C(F)(F)F)C=C(C1)C=1SC(=CN1)C)C